1-(9H-fluoren-9-yl-methoxycarbonyl-amino)cyclopropan-1-carboxylic acid C1=CC=CC=2C3=CC=CC=C3C(C12)N(C1(CC1)C(=O)O)C(=O)OC